C(CCCC)C(COCC(C[N+]1=CC2=CC=CC=C2CC1)OS(=O)(=O)O)CCCCCCC 3,4-dihydro-2-[3-[(2-pentylnonyl)oxy]-2-(sulfooxy)propyl]isoquinolinium